5-(((1R,2S)-2-fluorocyclopropyl)methoxy)-1,3,4-thiadiazol-2-amine F[C@@H]1[C@H](C1)COC1=NN=C(S1)N